fluoropropenesulfonic acid FC(=CC)S(=O)(=O)O